(S)-N2-(2,4-Dichlorobenzyl)-N-dodecyl-5-oxopyrrolidine-1,2-dicarboxamide ClC1=C(CNC(=O)[C@H]2N(C(CC2)=O)C(=O)NCCCCCCCCCCCC)C=CC(=C1)Cl